C(C)OC(=O)C=1C=NN(C1)C1=CC(=C(C=C1)O)[N+](=O)[O-] 1-(4-hydroxy-3-nitrophenyl)-1H-pyrazole-4-carboxylic acid ethyl ester